N-(7-((1r,3r,5r,7r)-adamantan-2-yl)heptyl)-5-(4-chlorophenyl)-1-(2,4-dichlorophenyl)-4-methyl-1H-pyrazole-3-carboxamide C12C(C3CC(CC(C1)C3)C2)CCCCCCCNC(=O)C2=NN(C(=C2C)C2=CC=C(C=C2)Cl)C2=C(C=C(C=C2)Cl)Cl